C(C)(=O)[O-].C(CCCCCCCCC)[NH+]1C(CCCC1)CCCC 1-decyl-2-butylpiperidinium acetate